6-(3-cyclopropyl-5-(5-fluoro-2-methylphenyl)-1H-pyrazol-1-yl)-2-azaspiro[3.3]heptane C1(CC1)C1=NN(C(=C1)C1=C(C=CC(=C1)F)C)C1CC2(CNC2)C1